[N+](=[N-])=CC(CC[C@@H](C(SC(C)C)=O)NC([C@H](C)SC)=O)=O S-isopropyl (S)-6-diazo-2-((S)-2-(methylthio) propanamido)-5-oxohexanethioate